3-(2-(dimethylamino)ethyl)-1H-pyrrolo[3,2-c]pyridin-4-ol CN(CCC1=CNC2=C1C(=NC=C2)O)C